6-chloro-7-methoxy-2-(methoxymethyl)-4-methyl-3,4-dihydro-2H-1,4-benzoxazine-8-carboxylic acid ClC=1C(=C(C2=C(N(CC(O2)COC)C)C1)C(=O)O)OC